CN([C@@H]1CC[C@H](CC1)C(=O)OC)C(C)C1=CC=C(C=C1)[N+](=O)[O-] methyl trans-4-(methyl(1-(4-nitrophenyl)ethyl)amino)cyclohexane-1-carboxylate